NC1=NNC2=C(C=C(C=C12)C1=CC(=NC=C1)NC(=O)NCC)C#CC(C)(C)C 1-(4-(3-Amino-7-(3,3-dimethylbut-1-yn-1-yl)-1H-indazol-5-yl)pyridin-2-yl)-3-ethylurea